[Ru](Cl)Cl cis-ruthenium dichloride